C1(=CC=CC=C1)SC(CC(C=O)=O)CCCC 4-phenylsulfanyl-n-octane-1,2-dione